FC=1C(=C(C=CC1)O)CC1=CC=C(C=C1)F 3-fluoro-2-(4-fluorophenylmethyl)phenol